C1(CC1)C1=NN(C=N1)C1CC2(CN(C2)C(=O)N2CC(C2)C2=CC=C(C=C2)OC(F)(F)F)C1 (6-(3-cyclopropyl-1H-1,2,4-triazol-1-yl)-2-azaspiro[3.3]heptan-2-yl)(3-(4-(trifluoromethoxy)phenyl)azetidin-1-yl)methanone